C[SH-]C(OC(C)(C)C)=S O-(tert-butyl) S-methyldithiocarbonate